butylamine p-chlorobenzenesulfinate salt ClC1=CC=C(C=C1)S(=O)O.C(CCC)N